FC([C@H](C1=C(C=C(C=C1)C(F)(F)F)F)N[S@](=O)C(C)(C)C)F (R)-N-((S)-2,2-difluoro-1-(2-fluoro-4-(trifluoromethyl)phenyl)ethyl)-2-methylpropane-2-sulfinamide